C(C)(C)C1C(CC(CC1)C)O 2-isopropanyl-5-methylcyclohexanol